[Pd].[Pt] platinum palladium salt